(tetrahydro-2H-pyran-4-yl)imidazolidin-2-one O1CCC(CC1)N1C(NCC1)=O